C(C)(C)(C)N1N=CC(=C1F)C(=O)NC1=CC(=C(C=C1)C)C1=CC=2N(C(=C1)N1CCOCC1)C=NC2 1-(Tert-butyl)-5-fluoro-N-(4-methyl-3-(5-morpholinoimidazo[1,5-a]pyridin-7-yl)phenyl)-1H-pyrazole-4-carboxamide